(R)-2-methyl-proline C[C@]1(NCCC1)C(=O)O